5-(4-(11-((2-(2,3-difluoro-6-(2-morpholinothiazol-4-yl)phenoxy)ethyl)amino)undecanoyl)piperazin-1-yl)-2-(2,6-dioxopiperidin-3-yl)-6-fluoroisoindoline-1,3-dione FC1=C(OCCNCCCCCCCCCCC(=O)N2CCN(CC2)C=2C=C3C(N(C(C3=CC2F)=O)C2C(NC(CC2)=O)=O)=O)C(=CC=C1F)C=1N=C(SC1)N1CCOCC1